CS(=O)(=O)C1=CC=C(C=C1)C=1C(NC2=CC=C(C=C2C1)NC1=CC=C(C=C1)N1CCN(CC1)C(C)C)=O 3-(4-methanesulfonylphenyl)-6-({4-[4-(propan-2-yl)piperazin-1-yl]phenyl}amino)-1,2-dihydroquinolin-2-one